C(C1=CC=CC=C1)OCCCCCCOC1=NN=C(C2=CC=C(C=C12)N1CCOCC1)N[C@H](C)C=1C=C(C=CC1)C(C1CCN(CC1)C(=O)OC(C)(C)C)(F)F tert-butyl (R)-4-((3-(1-((4-((6-(benzyloxy)hexyl)oxy)-6-morpholinophthalazin-1-yl)amino)ethyl)phenyl)difluoromethyl)piperidine-1-carboxylate